N-[(6-Amino-2-pyridyl)sulfonyl]-6-(3-fluoro-5-isobutoxyphenyl)-2-(3-methylazetidin-1-yl)pyridin-3-carboxamid NC1=CC=CC(=N1)S(=O)(=O)NC(=O)C=1C(=NC(=CC1)C1=CC(=CC(=C1)OCC(C)C)F)N1CC(C1)C